C(C)N(CC)C(C(F)Cl)(F)F N,N-Diethyl-2-chloro-1,1,2-trifluoroethylamine